O1C(CCCC1)N1N=CC(=C1)C1=CC=C(C=C1)C=1CCN(CC1)C(=O)OC(C)(C)C tert-butyl 4-(4-(1-(tetrahydro-2H-pyran-2-yl)-1H-pyrazol-4-yl)phenyl)-3,6-dihydropyridine-1(2H)-carboxylate